O1CCC(=CC1)C=1C2=C(C(=NC1)OC)N=C(S2)NC(NC2=CC=C(C=C2)N2C(OCC2)=O)=O 3-[7-(3,6-dihydro-2H-pyran-4-yl)-4-methoxy-[1,3]thiazolo[4,5-c]pyridin-2-yl]-1-[4-(2-oxo-1,3-oxazolidin-3-yl)phenyl]urea